7-benzyl-N-ethyl-5-methyl-4-oxo-4,5-dihydro-2H-pyrrolo[3,4-c]pyridin-2-carboxamide C(C1=CC=CC=C1)C=1C=2C(C(N(C1)C)=O)=CN(C2)C(=O)NCC